benzimidazolyl-ethylene N1=C(NC2=C1C=CC=C2)C=C